C(C)OC(OCC)[SiH2]CCCOCC1CO1 diethoxymethyl-[(3-oxiranylmethoxy)propyl]silane